2-[4-[(3-methoxy-4-methyl-phenyl)carbamoyl]cyclohexyl]-7-methyl-3-oxo-isoindoline-5-carboxylic acid COC=1C=C(C=CC1C)NC(=O)C1CCC(CC1)N1CC2=C(C=C(C=C2C1=O)C(=O)O)C